2-((5-bromopyridin-2-yl)methoxy)-2,2-difluoroethanone BrC=1C=CC(=NC1)COC(C=O)(F)F